(1R)-3-[p-(2-Amino-2-methylpropylaminocarbonyloxy)phenyl]dispiro[cyclohexane-1,3'-[1,2,4]trioxolane-5',2''-tricyclo[3.3.1.13,7]decane] NC(CNC(=O)OC1=CC=C(C=C1)C1C[C@]2(OOC3(C4CC5CC(CC3C5)C4)O2)CCC1)(C)C